C(C)C1OC(=C(C1=O)O)C 2-ethyl-4-hydroxy-5-methylfuran-3-one